C1N(CCC2=CC=CC=C12)C[C@H](CN1CC(OC2=C(C1=O)C=CC(=N2)C(C)N2CC1(COC1)C2)(C)C)O 4-[(2R)-3-(3,4-dihydro-1H-isoquinolin-2-yl)-2-hydroxy-propyl]-2,2-dimethyl-8-[1-(2-Oxa-6-azaspiro[3.3]heptan-6-yl)ethyl]-3H-pyrido[3,2-f][1,4]oxazepin-5-one